NC([C@H](CO)NC(=O)C1=C(OC2=C1C=C(C=C2)OCC=2C=NC(=CC2)C)C(F)F)=O (S)-N-(1-amino-3-hydroxy-1-oxopropan-2-yl)-2-(difluoromethyl)-5-((6-methylpyridin-3-yl)methoxy)benzofuran-3-carboxamide